O=C1N(C2=CC=CC=C2C12CNC2)C(=O)OC(C)(C)C tert-butyl 2'-oxospiro[azetidine-3,3'-indoline]-1'-carboxylate